Methyl (Z)-2-bromo-4-methylpent-2-enoate Br\C(\C(=O)OC)=C/C(C)C